N'-(2,5-dimethyl-4-(3-((3-(trifluoromethyl)benzyl)oxy)oxetan-3-yl)phenyl)-N-ethyl-N-methylformimidamide CC1=C(C=C(C(=C1)C1(COC1)OCC1=CC(=CC=C1)C(F)(F)F)C)N=CN(C)CC